NCCC(CNCCN1CCNCC1)N 1-(2-aminoethyl)-N2-(2-(piperazin-1-yl)ethyl)ethane-1,2-diamine